3-[[3-Fluoro-2-(methylsulfamoylamino)pyridin-4-yl]methyl]-4-methyl-7-pyrimidine-2-yloxychromen-2-one FC=1C(=NC=CC1CC=1C(OC2=CC(=CC=C2C1C)OC1=NC=CC=N1)=O)NS(NC)(=O)=O